4-((1R,5S)-8-methyl-3,8-diazabicyclo[3.2.1]octan-3-yl)-1H-benzo[d]imidazole CN1[C@H]2CN(C[C@@H]1CC2)C2=CC=CC=1NC=NC12